C(=O)O.COC1=CC=C(C=C1)C1=NOC(=N1)N1CCC(CC1)C(=O)NCC1CN(CC1)CC=1C=NC(=CC1)C 1-(3-(4-Methoxyphenyl)-1,2,4-oxadiazol-5-yl)-N-((1-((6-methylpyridin-3-yl)methyl)pyrrolidin-3-yl)methyl)piperidine-4-carboxamide formate